((2-(3-(trifluoromethyl)benzyl)-4,7-dihydro-5H-thieno[2,3-c]pyran-3-carboxamido)methyl)benzoic acid FC(C=1C=C(CC2=C(C3=C(COCC3)S2)C(=O)NCC2=C(C(=O)O)C=CC=C2)C=CC1)(F)F